FC1=CC=C(CC2CN(CCC2)C=O)C=C1 (3-(4-fluorobenzyl)piperidin-1-yl)methanone